C(C)(C)(C)OC(=O)C12CCC(CC1)(CC2)CO 4-(hydroxymethyl)bicyclo[2.2.2]octane-1-carboxylic acid tert-butyl ester